BrC1=NN(C(=N1)[C@H](C)O)C([2H])([2H])[2H] |o1:6| (S*)-1-(3-Bromo-1-(methyl-d3)-1H-1,2,4-triazol-5-yl)ethan-1-ol